(12AR)-10-chloro-9-(2-chloro-6-methoxyphenyl)-8-[(trimethylsilyl)ethynyl]-3,4,12,12a-tetrahydro-6H-pyrazino[2,1-c][1,4]benzoxazepine-2(1H)-carboxylic acid tert-butyl ester C(C)(C)(C)OC(=O)N1C[C@@H]2COC3=C(CN2CC1)C=C(C(=C3Cl)C3=C(C=CC=C3OC)Cl)C#C[Si](C)(C)C